8-((Allyloxy)methyl)-1,4-dioxaspiro[4.5]decane-8-carbonitrile C(C=C)OCC1(CCC2(OCCO2)CC1)C#N